tert-Butyl 3-(3-bromophenyl)-3,6-diazabicyclo[3.1.1]heptane-6-carboxylate BrC=1C=C(C=CC1)N1CC2N(C(C1)C2)C(=O)OC(C)(C)C